tert-butyl (3-((6-(4-bromobut-2-enamido)-4-((3-chloro-4-fluorophenyl)amino)quinazolin-7-yl)oxy)propyl)carbamate BrCC=CC(=O)NC=1C=C2C(=NC=NC2=CC1OCCCNC(OC(C)(C)C)=O)NC1=CC(=C(C=C1)F)Cl